C1(=CC=CC=C1)P(CO)C1=CC=CC=C1 diphenyl-(hydroxymethyl)phosphine